2-[[4-[(5S)-2,6-diazaspiro[4.5]decan-2-yl]-3-pyrimidin-4-yl-pyrrolo[2,3-b]pyridin-1-yl]methoxy]ethyl-trimethyl-silane C1N(CC[C@]12NCCCC2)C2=C1C(=NC=C2)N(C=C1C1=NC=NC=C1)COCC[Si](C)(C)C